P(=O)(OC1=C2C(=CNC2=CC=C1)CCNC)([O-])[O-] [3-(2-methylaminoethyl)-1H-indol-4-yl] phosphate